(2S,4R)-1-[(2S)-2-(4-cyclopropyltriazol-1-yl)-3,3-dimethyl-butanoyl]-4-hydroxy-N-(5-oxopyrrolidin-3-yl)pyrrolidine-2-carboxamide C1(CC1)C=1N=NN(C1)[C@H](C(=O)N1[C@@H](C[C@H](C1)O)C(=O)NC1CNC(C1)=O)C(C)(C)C